OC1CC2(C1)CCN(CC2)C2=CC=CC=1N(C(N(C12)C)=O)C1C(NC(CC1)=O)=O 3-(4-(2-Hydroxy-7-azaspiro[3.5]nonan-7-yl)-3-methyl-2-oxo-2,3-dihydro-1H-benzo[d]imidazol-1-yl)piperidine-2,6-dione